FC=1C(=C(C=C(C1)C1=NSC(=N1)C1=CC=C(C=C1)N1CCCC1)C=O)O 3-fluoro-2-hydroxy-5-(5-(4-(pyrrolidin-1-yl)phenyl)-1,2,4-thiadiazol-3-yl)benzeneFormaldehyde